C(C)(CC)OC methyl secbutyl ether